((1s,4R)-4-methylcyclohexyl)propionamide CC1CCC(CC1)C(C(=O)N)C